1,2-Dibehenyl-hexaenoyl-sn-glycero-3-phosphocholine C(CCCCCCCCCCCCCCCCCCCCC)C(C(=C(CCC)C(OP(OC[C@@H](CO)O)(=O)[O-])C[N+](C)(C)C)CCCCCCCCCCCCCCCCCCCCCC)=O